O=C1NC2=C(N1CC=1C=C(C=CC1)CC(=O)OC(C)(C)C)C=CC=C2 tert-butyl 2-(3-((2-oxo-2,3-dihydro-1H-benzo[d]imidazol-1-yl)methyl)phenyl)acetate